(S)-2-((4-(6-((5-fluorobenzo[d]oxazol-2-yl)methoxy)pyridine-2-yl)piperidin-1-yl)methyl)-1-((oxetan-2-yl)methyl)-1H-benzo[d]imidazole-6-carboxylate FC=1C=CC2=C(N=C(O2)COC2=CC=CC(=N2)C2CCN(CC2)CC2=NC3=C(N2C[C@H]2OCC2)C=C(C=C3)C(=O)[O-])C1